butyl cyclopropyl(4-(7-((3-(diethylamino)propyl)carbamoyl)benzo[d]imidazo[2,1-b]thiazol-2-yl)-3-fluorobenzyl)carbamate C1(CC1)N(C(OCCCC)=O)CC1=CC(=C(C=C1)C=1N=C2SC3=C(N2C1)C=CC(=C3)C(NCCCN(CC)CC)=O)F